[18F]C=1C=C(C(=O)NO)C=CC1 3-[18F]fluoro-N-hydroxybenzamide